ClC=1N=C(SC1C(C(C)C)O)NC(C)=O N-(4-chloro-5-(1-hydroxy-2-methylpropyl)thiazol-2-yl)acetamide